ethyl (S)-1-(2-((1-chloro-4-(2-chloro-4-fluorophenyl)isoquinolin-7-yl)oxy)propanoyl)piperidine-4-carboxylate ClC1=NC=C(C2=CC=C(C=C12)O[C@H](C(=O)N1CCC(CC1)C(=O)OCC)C)C1=C(C=C(C=C1)F)Cl